C(C(=O)O)(=O)O.CN1CN(C=C1)C 1,3-dimethylimidazole oxalate